ClC=1N=C2C(CCN(C2=CC1)S(=O)(=O)C1=CC=C(C=C1)C)(C)C 6-chloro-4,4-dimethyl-1-(4-methylbenzenesulfonyl)-2,3-dihydro-1,5-naphthyridine